C(C)(C)C1=NC(=CC(=C1NC(=O)N=S(=O)(N)C=1C=NN2C1OC[C@@H](C2)NC)C(C)C)OC (6R)-N'-((2,4-diisopropyl-6-methoxypyridin-3-yl)carbamoyl)-6-(methylamino)-6,7-dihydro-5H-pyrazolo[5,1-b][1,3]oxazine-3-sulfonimidamide